BrC=1C(=NC(=NC1)NC=1C=C2CCN(CC2=CC1)C(CNC)=O)NC1=C(C(=O)NC)C=CC=C1 2-{5-Bromo-2-[2-(2-methylamino-acetyl)-1,2,3,4-tetrahydro-isoquinolin-6-ylamino]-pyrimidin-4-ylamino}-N-methyl-benzamide